O=C\1NCC(/C1=C\C1=CC=C2C(=NNC2=C1)/C=C/C1=CC=C(CN2C(CCCC2)=O)C=C1)C1=CC=CC=C1 1-(4-((E)-2-(6-((E)-(2-oxo-4-phenylpyrrolidin-3-ylidene)methyl)-1H-indazol-3-yl)vinyl)benzyl)piperidin-2-one